(R)-sec-butyl 2-(5-((4-((2-(6-methylpyridin-2-yl)pyrimidin-4-yl)amino)pyrimidin-2-yl)amino)-2-(piperazin-1-yl)phenyl)acetate CC1=CC=CC(=N1)C1=NC=CC(=N1)NC1=NC(=NC=C1)NC=1C=CC(=C(C1)CC(=O)O[C@H](C)CC)N1CCNCC1